FC(C1CCN(CC1)S(=O)(=O)N[C@@H]([C@H](C)C1=C(C(=CC=C1F)C)C)C=1OC(NN1)=O)F 4-(difluoromethyl)-N-((1S,2R)-2-(6-fluoro-2,3-dimethylphenyl)-1-(5-oxo-4,5-dihydro-1,3,4-oxadi-azol-2-yl)propyl)piperidine-1-sulfonamide